2-(dibromomethyl)-4-nitrobenzonitrile BrC(C1=C(C#N)C=CC(=C1)[N+](=O)[O-])Br